4-ethyl-6-methyl-2-(trifluoromethyl)pyrimidin-5-amine C(C)C1=NC(=NC(=C1N)C)C(F)(F)F